Triethylamine 3,5-dihydroxy-4-isopropylbenzoate OC=1C=C(C(=O)O)C=C(C1C(C)C)O.C(C)N(CC)CC